(S)-7-(1-(3-(4-aminophenyl)propanoyl)piperidin-4-yl)-2-(4-phenoxyphenyl)-4,5,6,7-tetrahydropyrazolo[1,5-a]pyrimidine-3-carboxamide NC1=CC=C(C=C1)CCC(=O)N1CCC(CC1)[C@@H]1CCNC=2N1N=C(C2C(=O)N)C2=CC=C(C=C2)OC2=CC=CC=C2